ClC=1C=CC(=C2C=NN(C(C12)=O)C)C(C1CC2(CN(C2)CCCC2=CC=3N(C=C2F)C=NN3)C1)(F)F 8-chloro-5-(difluoro(2-(3-(6-fluoro-[1,2,4]triazolo[4,3-a]pyridin-7-yl)propyl)-2-azaspiro[3.3]heptan-6-yl)methyl)-2-methylphthalazin-1(2H)-one